2-(5-bromopyridin-2-yl)-N-((R)-((S)-7-(1-methyl-1H-pyrazol-4-yl)-2,3-dihydro-1H-pyrido[2,3-b][1,4]oxazin-3-yl)(phenyl)methyl)ethanamine BrC=1C=CC(=NC1)CCN[C@H](C1=CC=CC=C1)[C@@H]1CNC2=C(O1)N=CC(=C2)C=2C=NN(C2)C